ClC1=CC=C(C=C1)C(CC(C)=O)=O 1-(4-chlorophenyl)butane-1,3-dione